N1(N=CC=C1)C1=CC=CC(=N1)NC1=NC(=NC=C1C(F)(F)F)N[C@@H]1CNCCC1 (S)-N4-(6-(1H-pyrazol-1-yl)pyridin-2-yl)-N2-(piperidin-3-yl)-5-(trifluoromethyl)pyrimidine-2,4-diamine